N-(5-cyano-4-(2-(dimethylamino)ethoxy)pyrimidin-2-yl)-2'-cyclopropyl-4'-(5-methyl-1,2,4-oxadiazol-3-yl)-[1,1'-biphenyl]-4-carboxamide C(#N)C=1C(=NC(=NC1)NC(=O)C1=CC=C(C=C1)C1=C(C=C(C=C1)C1=NOC(=N1)C)C1CC1)OCCN(C)C